ClC=1C=CC=2N=CN=C(C2N1)NC1=CC(=C(C=C1)OC=1C=NC=C(C1)F)C 6-chloro-N-{4-[(5-fluoropyridin-3-yl)oxy]-3-methylphenyl}pyrido[3,2-d]pyrimidin-4-amine